N-[4-[(6,7-Dimethoxy-1,5-naphthyridin-4-yl)oxy]-3-fluoro-phenyl]-4-hydroxy-2,6-dimethyl-5-(5-methyl-2-thienyl)pyridine-3-carboxamide COC=1N=C2C(=CC=NC2=CC1OC)OC1=C(C=C(C=C1)NC(=O)C=1C(=NC(=C(C1O)C=1SC(=CC1)C)C)C)F